naphthalenamine C1=CC=C2C(=C1)C=CC=C2N